5-chloro-N2-(4-((cis)-2,6-dimethyl-1-(oxetan-3-yl)-1,2,3,6-tetrahydropyridin-4-yl)-2-isopropoxy-5-methylphenyl)-N4-(2-(isopropylsulfonyl)phenyl)pyrimidine-2,4-diamine ClC=1C(=NC(=NC1)NC1=C(C=C(C(=C1)C)C=1C[C@@H](N([C@@H](C1)C)C1COC1)C)OC(C)C)NC1=C(C=CC=C1)S(=O)(=O)C(C)C